CC1=CC=2SCC[C@H]3N(C2N=C1)CCNC3 (R)-3-methyl-6,7,7a,8,10,11-hexahydro-9H-pyrazino[1,2-d]pyrido[3,2-b][1,4]thiazepin